CC=1C=CC(=C(C1)B(O)O)OCCCCCCCC [5-METHYL-2-(OCTYLOXY)PHENYL]BORANEDIOL